8-(5-chloro-2-methoxypyridin-3-yl)-7-fluoro-1,4,4,9-tetramethyl-5H-imidazo[1,2-a]quinoxaline ClC=1C=C(C(=NC1)OC)C1=C(C=C2NC(C=3N(C2=C1C)C(=CN3)C)(C)C)F